2-[2-hydroxy-3-(4,5,6,7-tetrahydro-1,3-Dioxo-1H-isoindole-2-ylmethyl)-5-methylphenyl]-2H-benzotriazole OC1=C(C=C(C=C1CN1C(C=2CCCCC2C1=O)=O)C)N1N=C2C(=N1)C=CC=C2